C(C1=CC=CC=C1)N1CC2(C1)CC(C2)NC(=O)N2[C@@H](CN([C@H](C2)C)C2=NC1=CC=C(C=C1C=N2)F)C (2R,5S)-N-{2-benzyl-2-azaspiro[3.3]heptan-6-yl}-4-(6-fluoroquinazolin-2-yl)-2,5-dimethylpiperazine-1-carboxamide